C(C)N1N=C(C=C1C1=NNC(=N1)C=1C=C(C=C2C(=NNC12)C)C(=O)N)C 7-[3-(1-ethyl-3-methyl-1H-pyrazol-5-yl)-1H-1,2,4-triazol-5-yl]-3-methyl-1H-indazole-5-carboxamide